C(C)(C)C1OC2=C(C(=NC(=C2)SC)C2=CN(C3=CN=C(C=C32)NC(C)=O)C)OC1 N-(3-(2-isopropyl-7-(methylthio)-2,3-dihydro-[1,4]dioxino[2,3-c]pyridin-5-yl)-1-methyl-1H-pyrrolo[2,3-c]pyridin-5-yl)acetamide